6-iodo-N-[(1S)-1-(2-pyrimidin-2-yl-1,2,4-triazol-3-yl)ethyl]-8-(trifluoromethyl)quinazolin-4-amine IC=1C=C2C(=NC=NC2=C(C1)C(F)(F)F)N[C@@H](C)C=1N(N=CN1)C1=NC=CC=N1